Tert-butyl (5-chloro-1H-pyrrolo[3,2-b]pyridin-3-yl)carbamate ClC1=CC=C2C(=N1)C(=CN2)NC(OC(C)(C)C)=O